7-amino-2,5,6-trimethyl-5,6-dihydropyridazino[4,5-c][1,7]naphthyridin-1(2H)-one NC1=NC=CC=2C3=C(C(N(C12)C)C)C=NN(C3=O)C